(trans-2,4-dimethyl-4-phenyl-4,5-dihydrooxazol-5-yl)(phenyl)methanone CC=1O[C@H]([C@@](N1)(C1=CC=CC=C1)C)C(=O)C1=CC=CC=C1